N1=CC=C2N1CCCN(C2)C=2C1=C(N=C(N2)OCC23CCCN3CCC2)CN(CC1)C1=CC=CC2=CC=CC(=C12)CC 4-(7,8-dihydro-4H-pyrazolo[1,5-a][1,4]diazepin-5(6H)-yl)-7-(8-ethylnaphthalen-1-yl)-2-((hexahydro-1H-pyrrolizin-7a-yl)methoxy)-5,6,7,8-tetrahydropyrido[3,4-d]pyrimidine